OC=1C=C(C#N)C=CC1C1=NN=C(C=2C3C=CC(C12)CC3)N[C@H]3CNCCC3 3-Hydroxy-4-(4-(((R)-piperidin-3-yl)amino)-5,8-dihydro-5,8-ethanophthalazin-1-yl)benzonitrile